O=C1NC=C(C=N1)B(O)O (1,2-DIHYDRO-2-OXO-5-PYRIMIDINYL)-BORONIC ACID